ClC(C)C1=CC=C(C=C1)C=1N(C=C(N1)C(F)(F)F)C(C)C 2-(4-(1-chloroethyl)phenyl)-1-isopropyl-4-(trifluoromethyl)-1H-imidazole